Ethyl 6-(Naphthalen-2-yl)-2-(p-tolyl)pyrazolo[1,5-a]pyrimidine-7-carboxylate C1=C(C=CC2=CC=CC=C12)C=1C=NC=2N(C1C(=O)OCC)N=C(C2)C2=CC=C(C=C2)C